COC(=O)C=1C=C(C=C2C1C=C(O2)C=2N=C1N(N=C(C=C1)C)C2)OC 6-methoxy-2-(6-methylimidazo[1,2-b]pyridazin-2-yl)benzofuran-4-carboxylic acid methyl ester